1-(2-(((6-bromopyrimidin-4-yl)amino)methyl)-6-cyclopropylimidazo[1,2-a]pyridin-8-yl)-3-methylimidazolidine-2,4-dione BrC1=CC(=NC=N1)NCC=1N=C2N(C=C(C=C2N2C(N(C(C2)=O)C)=O)C2CC2)C1